[Zn].[In].[Fe] iron indium-zinc